FC([C@H]1N(C(O[C@@H]1C)=C=O)C=1N=C2N(CCOC3=C2C=CC(=C3)N[C@@H](C(=O)N)C)C1)F (R)-2-((2-((4S,5R)-4-(difluoromethyl)-5-methyl-2-carbonyloxazolidin-3-yl)-5,6-dihydrobenzo[f]imidazo[1,2-d][1,4]oxazepin-9-yl)amino)propionamide